4-fluoro-5-methylpyridin-2-amine FC1=CC(=NC=C1C)N